4-(3-chloro-5-(dibenzo[b,d]furan-2-yl)phenyl)-6-phenyl-1,3,5-triazine ClC=1C=C(C=C(C1)C1=CC2=C(OC3=C2C=CC=C3)C=C1)C1=NC=NC(=N1)C1=CC=CC=C1